4-[4-(1-benzothiophen-2-yl)-4-methoxypiperidin-1-yl]-1-methyl-2-oxo-1,2-dihydroquinoline-3-carboxamide S1C(=CC2=C1C=CC=C2)C2(CCN(CC2)C2=C(C(N(C1=CC=CC=C21)C)=O)C(=O)N)OC